NC1CC2CCC(C1)N2C2=C(C#N)C(=C(C=N2)C2=CC(=C(C=C2)OC)O)C2=CC(=C(C=C2)C#N)F 2-(3-amino-8-azabicyclo[3.2.1]octane-8-yl)-4-(4-cyano-3-fluorophenyl)-5-(3-hydroxy-4-methoxyphenyl)nicotinonitrile